7-[2-(2-methoxyethoxy)phenyl]-4-(4-piperidyl)thieno[2,3-d]pyridazine COCCOC1=C(C=CC=C1)C=1N=NC(=C2C1SC=C2)C2CCNCC2